FC(C(=O)O)(F)F.FC=1C(NC(N(C1)C(=O)N)=O)=O 5-fluoro-2,4-dioxo-3,4-dihydropyrimidine-1(2H)-carboxamide trifluoroacetate